C(C1=CC=CC=C1)OC1=CC=C(C=C1)C1=CCN(CC1)S(=O)(=O)C1=CC=C(C(=O)O)C=C1 4-((4-(4-(benzyloxy)phenyl)-5,6-dihydropyridin-1(2H)-yl)sulfonyl)benzoic acid